[Hg].BrC=1C(=NN(N1)C)C(O)C=1N=C2N(C=C(N=C2)C)C1 (5-Bromo-2-methyl-2H-1,2,3-triazol-4-yl)(6-methylimidazo[1,2-a]pyrazin-2-yl)methanol mercury